O(C1=CC=CC=C1)C1=C(C=CC=C1)S 2-phenoxythiophenol